C(C)OC(=O)C=1C=NN(C1[C@H](C)OC)C1=CC=CC=C1 5-[(1S)-1-methoxyethyl]-1-phenyl-1H-pyrazole-4-carboxylic acid ethyl ester